NC1=NN2C(C3=C(C=CC=C3C(=C2C(=O)OC)OCC2=CC=CC=C2)OC2=CC=CC=C2)=N1 methyl 2-amino-6-benzyloxy-10-phenoxy-[1,2,4]triazolo[5,1-a]isoquinoline-5-carboxylate